C(C1=CC=CC=C1)OC1=C(C(=O)NCC2=CC=C(C=C2)C(NOCC2=CC=CC=C2)=O)C=C(C(=C1)OCC1=CC=CC=C1)C(C)C 2,4-Bis-benzyloxy-N-(4-benzyloxycarbamoyl-benzyl)-5-isopropyl-benzamide